N,1-dimethyl-2-(6-methylpyrimidin-4-yl)-1H-pyrrolo[3,2-c]pyridin-6-amine CNC1=CC2=C(C=N1)C=C(N2C)C2=NC=NC(=C2)C